ClCC=1OC2=C(N1)C=CC=C2 2-(Chloromethyl)-benzo[d]oxazole